FC1=C(C(=O)NC)C=C(C(=C1)NCC#CC=1N(C2=CC=CC(=C2C1)N[C@@H]1[C@@H](CNCC1)F)CC(F)(F)F)OC 2-fluoro-4-((3-(4-(((3R,4S)-3-fluoropiperidin-4-yl)amino)-1-(2,2,2-trifluoroethyl)-1H-indol-2-yl)prop-2-yn-1-yl)amino)-5-methoxy-N-methylbenzamide